OCCCC1CCC(CC1)N(NC(=O)NN)OC(C)(C)C N-[4-(3-hydroxypropyl)cyclohexyl](tert-butoxy)carbohydrazide